1-(2-hydroxypropan-2-yl)-3,8-diazabicyclo[3.2.1]octane-8-carboxylate OC(C)(C)C12CNCC(CC1)N2C(=O)[O-]